C1(=CC=CC=C1)C1=NN=C(O1)C1=CC=C(C=C1)NC(=O)C1=CC=NC=C1 N-[4-(5-phenyl-1,3,4-oxadiazol-2-yl)phenyl]pyridine-4-carboxamide